(R)-6-chloro-3-((1-(2-cyano-3-(4-(2-cyclopropylacetyl)piperazin-1-yl)-7-methylquinoxalin-5-yl)ethyl)amino)picolinic acid ClC1=CC=C(C(=N1)C(=O)O)N[C@H](C)C1=C2N=C(C(=NC2=CC(=C1)C)C#N)N1CCN(CC1)C(CC1CC1)=O